C1NCCC12CCN(CC2)C2=CC=C(C=C2)O 4-(2,8-diazaspiro[4.5]decan-8-yl)phenol